C[C@H]1[C@H]([C@H]([C@@H]([C@@H](O1)O[C@@H]2[C@H]([C@H]([C@H](O[C@H]2O[C@@H]3[C@H]([C@@H](O[C@@H]([C@@H]3O)CO)O[C@H]4[C@H]([C@H](O[C@@H]([C@@H]4O)O)CO)O)NC(=O)C)CO)O)O)O)O)O The molecule is an amino tetrasaccharide consisting of alpha-L-fucose, beta-D-galactose, N-acetyl-alpha-D-galactosamine and alpha-D-galactose residues joined in sequence with (1->2)-, (1->3)- and (1->3)-linkages, respectively. It has a role as an epitope. It is an amino tetrasaccharide and a galactosamine oligosaccharide. It derives from a beta-D-Galp-(1->3)-beta-D-GalpNAc-(1->3)-alpha-D-Galp.